ClC=1C(=NC(=NC1)NC=1C=NN(C1)C1CCN(CC1)C1COC1)N1C=C(C2=CC(=CC=C12)NC(C=C)=O)C N-[1-[5-chloro-2-[[1-[1-(oxetan-3-yl)-4-piperidyl]pyrazol-4-yl]amino]pyrimidin-4-yl]-3-methyl-indol-5-yl]prop-2-enamide